C(C)(C)(C)OC(=O)N1C[C@H](CC1)N(C)C=1C=NC2=CC=C(C=C2C1)OC.N1C=C(C2=CC=CC=C12)C(CN1N=NC(=C1)C1=CC=NC2=CC=CC=C12)(C)C 4-(1-(2-(1H-indol-3-yl)-2-methylpropyl)-1H-1,2,3-triazol-4-yl)quinoline tert-butyl-(S)-3-((6-methoxyquinolin-3-yl)(methyl)amino)pyrrolidine-1-carboxylate